FC(C1=CC=C2C(=CC=NC2=C1)NC[C@@H]1CC[C@H](CC1)C(=O)N1CCN(CC1)C1=CC=C(C=C1)Cl)(F)F trans-1-{{4-{[(7-trifluoromethylquinolin-4-yl)amino]methyl}cyclohexyl}formyl}-4-(4-chlorophenyl)piperazine